2,5-dimercapto-1,4-dithiane SC1SCC(SC1)S